C[C@@H]1C(=O)[C@@H]([C@H]([C@H](O1)OP(=O)(O)OP(=O)(O)OC[C@@H]2[C@H]([C@H]([C@@H](O2)N3C=CC(=O)NC3=O)O)O)NC(=O)C)O The molecule is a UDP-amino sugar having 2-acetamido-2,6-dideoxy-alpha-D-xylo-hex-4-ulose as the amino sugar component. It is an UDP-amino sugar and a secondary alpha-hydroxy ketone. It is a conjugate acid of an UDP-2-acetamido-2,6-dideoxy-alpha-D-xylo-hex-4-ulose(2-).